[Sn].CN1CCNCC1.CN1CCNCC1 bis(N-methylpiperazine) tin